N-(6-amino-5-ethyl-3-pyridyl)-2-oxo-2-[(2R,5S)-5-methyl-2-[2-(1,2,2-trimethyl-4-piperidyl)indazol-6-yl]-1-piperidyl]acetamide NC1=C(C=C(C=N1)NC(C(N1[C@H](CC[C@@H](C1)C)C=1C=CC2=CN(N=C2C1)C1CC(N(CC1)C)(C)C)=O)=O)CC